2-octyldodecyl octadecanoate C(CCCCCCCCCCCCCCCCC)(=O)OCC(CCCCCCCCCC)CCCCCCCC